7-methyl-2-((6-methylbenzo[d][1,3]dioxol-5-yl)amino)-9-phenyl-7,9-dihydro-8H-purine-8-On CN1C(N(C2=NC(=NC=C12)NC1=CC2=C(OCO2)C=C1C)C1=CC=CC=C1)=O